(R,E)-N-(4-(3-Chloro-4-(pyridin-2-yl-methoxy)phenylamino)-3-cyano-7-ethoxychinolin-6-yl)-3-(1-methylpyrrolidin-2-yl)-propenamid ClC=1C=C(C=CC1OCC1=NC=CC=C1)NC1=C(C=NC2=CC(=C(C=C12)NC(\C=C\[C@@H]1N(CCC1)C)=O)OCC)C#N